C(C)N1N=CC(=C1)C(C#N)(C)C 2-(1-Ethyl-1H-pyrazol-4-yl)-2-methylpropanenitrile